CC1(NC=C2C1=NN=C2NC(C2=CC=C(C=C2)[N+](=O)[O-])=O)C 6,6-Dimethyl-3-(4-nitrobenzamido)-5,6-dihydropyrrolo[3,4-c]pyrazole